pyrazolo[1,5-a]pyridin-2-amine-6-d1 N1=C(C=C2N1C=C(C=C2)[2H])N